N-(3-chloro-5-fluorophenyl)-2-(2-oxo-2-(tertpentylamino)ethyl)-2-azaspiro[3.5]nonane-7-carboxamide ClC=1C=C(C=C(C1)F)NC(=O)C1CCC2(CN(C2)CC(NC(C)(C)CC)=O)CC1